2-(4-methylaminostyryl)-3-methylbenzo[d]thiazole CNC1=CC=C(C=CC2SC3=C(N2C)C=CC=C3)C=C1